4'-Chloro-4,4-difluoro-2,3,4,5-tetrahydro-1,1'-biphenyl ClC1=CC=C(C=C1)C=1CCC(CC1)(F)F